C(CCC)C(CC(=O)OCCCCCCCCC(CCCCCCCCOC(CC(CCCCCC)CCCC)=O)N(CC1CCN(CC1)C)C(=O)OCC1=CC=CC=C1)CCCCCC [9-[benzyloxycarbonyl-[(1-methyl-4-piperidyl)methyl]amino]-17-(3-butylnonanoyloxy)heptadecyl] 3-butylnonanoate